4-N-(5-bromopyridin-2-yl)morpholine allyl-2,2-dimethyl-4,11,16-trioxo-12-(2-(tritylamino)ethyl)-3,8,19,22-tetraoxa-5,12,15-triazapentacosan-25-oate C(C=C)OC(CCOCCOCCC(NCCN(C(CCOCCNC(OC(C)(C)C)=O)=O)CCNC(C1=CC=CC=C1)(C1=CC=CC=C1)C1=CC=CC=C1)=O)=O.BrC=1C=CC(=NC1)N1CCOCC1